C1(=CC=CC=C1)CC=1C(=CC(=CC1)N=C=O)N=C=O phenyl-tolylene diisocyanate